ClC1=NC=CC2=C1C=C(S2)C(=O)O 4-chlorothieno[3,2-c]pyridine-2-carboxylic acid